4-amino-N-(5-chlorobenzo[d]oxazol-2-yl)-1H-pyrazolo[3,4-d]pyrimidine-3-carboxamide NC1=C2C(=NC=N1)NN=C2C(=O)NC=2OC1=C(N2)C=C(C=C1)Cl